7-(4-isopropylphenyl)-4-methanesulfonyl-2,3-dihydrobenzofuran-5-amine C(C)(C)C1=CC=C(C=C1)C1=CC(=C(C=2CCOC21)S(=O)(=O)C)N